1-(2,4-dichlorobenzyl)-1H-indol ClC1=C(CN2C=CC3=CC=CC=C23)C=CC(=C1)Cl